CN(CCN(C=1C(=CC(=C(C1)OC)NC1=NC=CC(=N1)C1=CNC2=CC=CC=C12)N)C)C N1-(2-Dimethylaminoethyl)-N4-[4-(1H-indol-3-yl)pyrimidin-2-yl]-5-methoxy-N1-methylbenzene-1,2,4-triamine